N=1C=CN2C1C=CC(=C2)C=2C=CN1N=C(N=C(C12)OC)NC1CCOCC1 5-(imidazo[1,2-a]pyridin-6-yl)-4-methoxy-N-(tetrahydro-2H-pyran-4-yl)pyrrolo[2,1-f][1,2,4]triazin-2-amine